(S)-6,7-dichloro-2-(1-isopropylpiperidin-3-yl)-3-methylquinazolin-4(3H)-one ClC=1C=C2C(N(C(=NC2=CC1Cl)[C@@H]1CN(CCC1)C(C)C)C)=O